rac-(1R,2S,4S)-4-(1-(tert-butyl)-5-((2-(methoxymethyl)pyrazolo[1,5-a]pyrazin-4-yl)amino)-1H-pyrazol-3-yl)-2-fluorocyclopentan-1-ol C(C)(C)(C)N1N=C(C=C1NC=1C=2N(C=CN1)N=C(C2)COC)[C@@H]2C[C@@H]([C@@H](C2)O)F |r|